FC1=C2CCC(C2=CC=C1)=O 4-fluoroindan-1-one